C(C)(C)(C)C1=C(C(=C(CO)C(=C1)C)C)O 4-tertiary butyl-3-hydroxy-2,6-dimethylbenzyl alcohol